The molecule is an aromatic ether that is 1,4-dimethoxybenzene which is substituted at position 2 by a 2-amino-1-hydroxyethyl group. The immediate and active metabolite of midrodine, it is a direct-acting sympathomimetic with selective alpha-adrenergic agonist activity. Midrodine is used (generally as its hydrochloride salt) as a prodrug for deglymidodrine, which acts as a peripheral vasoconstrictor in the treatment of certain hypotensive states. It has a role as an alpha-adrenergic agonist, a sympathomimetic agent and a vasoconstrictor agent. It is an aromatic ether, a secondary alcohol and a primary amino compound. COC1=CC(=C(C=C1)OC)C(CN)O